CN1CC(CC1)OC1=CC=C2C=NC=NC2=C1 7-((1-methylpyrrolidin-3-yl)oxy)quinazolin